(Z)-4-(1-cyano-2-(7-(diethylamino)-2-oxo-2H-chromen-3-yl)vinyl)benzonitrile C(#N)\C(=C/C=1C(OC2=CC(=CC=C2C1)N(CC)CC)=O)\C1=CC=C(C#N)C=C1